NC(C(=O)O)CC1=CC(=C(C=C1)NC1=NC=C(C(=N1)NCC)C(F)(F)F)OC 2-amino-3-(4-((4-(ethylamino)-5-(trifluoromethyl)pyrimidin-2-yl)amino)-3-methoxyphenyl)propionic acid